6-fluoro-N-(1-(3-fluoropropyl)azetidin-3-yl)-5-((6S,8R)-8-methyl-7-(2,2,2-trifluoroethyl)-6,7,8,9-tetrahydro-3H-pyrazolo[4,3-f]isoquinolin-6-yl)pyridin-2-amine FC1=C(C=CC(=N1)NC1CN(C1)CCCF)[C@H]1N([C@@H](CC2=C3C(=CC=C12)NN=C3)C)CC(F)(F)F